ClC1=C(CN2C(NC3=CC=CC=C3C2=O)NN)C=CC=C1 3-(2-chlorobenzyl)-2-hydrazino-2,3-dihydroquinazolin-4(1H)-one